3-[5-(7-bromoheptyl)-3-methyl-2-oxo-1,3-benzodiazol-1-yl]piperidine-2,6-dione BrCCCCCCCC1=CC2=C(N(C(N2C)=O)C2C(NC(CC2)=O)=O)C=C1